C1(CCC1)CNCC1=CC2=NC=C(C=C2N1)CNC(=O)C=1N=C2N(C(C1)=O)C=CC=C2 N-[[2-[(cyclobutylmethylamino)methyl]-1H-pyrrolo[3,2-b]pyridin-6-yl]methyl]-4-oxo-pyrido[1,2-a]pyrimidine-2-carboxamide